2,2-di(4-aminocyclohexyl)-propane NC1CCC(CC1)C(C)(C)C1CCC(CC1)N